5-amino-6-(2-hydroxypropan-2-yl)-2H-indazol NC1=CC2=CNN=C2C=C1C(C)(C)O